(S,E)-7-((3-(4-fluorophenyl)allyl)oxy)-8,8-dimethyl-7,8-dihydro-2H,6H-pyrano[3,2-g]chromen-2-one FC1=CC=C(C=C1)/C=C/CO[C@H]1CC=2C=C3C=CC(OC3=CC2OC1(C)C)=O